3,3-bis(4-hydroxyphenyl)-2-phenyl-2,3-dihydroisoindol-1-one OC1=CC=C(C=C1)C1(N(C(C2=CC=CC=C12)=O)C1=CC=CC=C1)C1=CC=C(C=C1)O